BrC1=C2C=CNC2=CC(=C1OC=1C=CC(=C(C1)C=1NC=C(N1)C(C)(CCCC(CS(=O)(=O)CCO)(C)C)C=1C=C(C=CC1)C[C@@H](C(=O)OC)C)F)F methyl (2S)-3-(3-(2-(2-(5-((4-bromo-6-fluoro-1H-indol-5-yl)oxy)-2-fluorophenyl)-1H-imidazol-4-yl)-7-((2-hydroxyethyl)sulfonyl)-6,6-dimethylheptan-2-yl)phenyl)-2-methylpropanoate